N-((1S,4S)-8,9-difluoro-4-hydroxy-6-oxo-1,4,5,6-tetrahydro-2H-pyrano[3,4-c]isoquinolin-1-yl)-5,6-difluoro-N-methyl-1H-indole-2-carboxamide FC=1C(=CC=2C3=C(NC(C2C1)=O)[C@H](OC[C@H]3N(C(=O)C=3NC1=CC(=C(C=C1C3)F)F)C)O)F